Methyl 5-(2-methylthiazol-5-yl)-2H-1,2,6-thiadiazine-3-carboxylate 1,1-dioxide CC=1SC(=CN1)C=1C=C(NS(N1)(=O)=O)C(=O)OC